1-aminopropyl-3-methylimidazole alanine salt N[C@@H](C)C(=O)O.NC(CC)C1=NC=CN1C